N[C@H](CO)C1CC1 (S)-2-amino-2-cyclopropylethanol